5-benzyloxy-3-isopropenyl-pyrazolo[1,5-a]pyridine C(C1=CC=CC=C1)OC1=CC=2N(C=C1)N=CC2C(=C)C